4-Chloro-N-[4-(5-cyclopropyl-4-methyl-1H-pyrazol-3-yl)phenyl]-3-[(1,1-dioxo-1,4-thiazinan-4-yl)methyl]benzamide ClC1=C(C=C(C(=O)NC2=CC=C(C=C2)C2=NNC(=C2C)C2CC2)C=C1)CN1CCS(CC1)(=O)=O